4-((3-((4-Chloro-3-(trifluoromethyl)phenyl)sulfonamido)-5-methylpyridin-2-yl)oxy)-N-(1-cyanocyclopropyl)benzamide ClC1=C(C=C(C=C1)S(=O)(=O)NC=1C(=NC=C(C1)C)OC1=CC=C(C(=O)NC2(CC2)C#N)C=C1)C(F)(F)F